C1(=CC=CC2=CC=CC=C12)C(=O)N1CCN(CC1)C(C(CCCCNC(C=C)=O)NC(C1=CC=NC=C1)=O)=O N-(1-(4-(1-naphthoyl)piperazin-1-yl)-6-acrylamido-1-oxohexan-2-yl)isonicotinamide